2,4-dihydroxy-3,3-dimethyl-N-[2-(2-sulfanylethylcarbamoyl)ethyl]butanamide OC(C(=O)NCCC(NCCS)=O)C(CO)(C)C